1-(pyridin-3-ylmethyl)-1H-benzo[d]imidazol-2(3H)-one N1=CC(=CC=C1)CN1C(NC2=C1C=CC=C2)=O